racemic-5-((1,1-dioxidotetrahydro-2H-thiopyran-3-yl)amino)-3-methyl-8-(4-(trifluoromethyl)phenyl)pyrido[4,3-d]pyrimidin-4(3H)-one O=S1(C[C@@H](CCC1)NC1=NC=C(C=2N=CN(C(C21)=O)C)C2=CC=C(C=C2)C(F)(F)F)=O |r|